C1(CC1)NC(C1=C(C=C(C=C1OC)C1=CN=C2N1C=C(C(=C2)C2CCOCC2)OCCO)OC(F)F)=O N-cyclopropyl-2-(difluoromethoxy)-4-[6-(2-hydroxyethoxy)-7-tetrahydropyran-4-yl-imidazo[1,2-a]pyridin-3-yl]-6-methoxy-benzamide